(E)-3-(3-(4-((1H-indazol-5-yl)amino)quinazolin-2-yl)phenyl)acrylic acid N1N=CC2=CC(=CC=C12)NC1=NC(=NC2=CC=CC=C12)C=1C=C(C=CC1)/C=C/C(=O)O